(1-(4-(1-(azetidin-1-yl)ethyl)-2-chlorophenyl)-1H-imidazol-4-yl)-N-(1-(methylsulfonyl)piperidin-4-yl)-5-(trifluoromethyl)pyrimidin-2-amine N1(CCC1)C(C)C1=CC(=C(C=C1)N1C=NC(=C1)C1=NC(=NC=C1C(F)(F)F)NC1CCN(CC1)S(=O)(=O)C)Cl